N1(CCSCC1)C=O (thiomorpholin-4-yl)methanone